C(CCCCCCCCCC)OC1=C(C=C(C=C1)N=NC1=CC=C(C=C1)OCCCCCCCCCCC)CCC 4,4'-di(undecyloxy)-3-propylazobenzene